Ethyl 1-[1-{4-chloro-4'-[4-(oxetan-3-yl)piperazin-1-yl][1,1'-biphenyl]-2-yl}piperidin-3-yl]-5-(difluoromethyl)-1H-pyrazole-4-carboxylate ClC1=CC(=C(C=C1)C1=CC=C(C=C1)N1CCN(CC1)C1COC1)N1CC(CCC1)N1N=CC(=C1C(F)F)C(=O)OCC